C(CCCCC)C1C(C1CCOCC1=CC=CC=C1)(C)C ((2-(3-hexyl-2,2-dimethylcyclopropyl)ethoxy)methyl)benzene